COC1=C(C=O)C(=CC=C1)C#CCOC 2-methoxy-6-(3-methoxyprop-1-yn-1-yl)benzaldehyde